N1=CC=CC=2CCC/C(/C12)=N\NC=1N=NC2=C(NC=3C=CC(=CC23)Br)N1 (E)-3-(2-(6,7-dihydroquinolin-8(5H)-ylidene)hydrazino)-8-bromo-5H-[1,2,4]triazino[5,6-b]indole